4-pentoxybenzaldehyde C(CCCC)OC1=CC=C(C=O)C=C1